CN(CCCC=1C=C(C(=NC1)C)NC=1N=CC=2CC(NC3=C(C2N1)C=CC(=C3)C(F)(F)F)=S)C 2-[[5-[3-(dimethylamino)propyl]-2-methylpyridin-3-yl]amino]-9-(trifluoromethyl)-5,7-dihydropyrimido[5,4-d][1]benzazepine-6-thione